(3S)-11-(5-chloro-2,4-difluorophenyl)-3-(2-methoxyethoxy)-8-(piperazin-1-yl)-10-(trifluoromethyl)-3,4-dihydro-2H,6H-[1,4]thiazepino[2,3,4-ij]quinazolin-6-one ClC=1C(=CC(=C(C1)C1=C(C=C2C(=NC(N3C2=C1SC[C@H](C3)OCCOC)=O)N3CCNCC3)C(F)(F)F)F)F